BrC=1C=C(C=CC1OC[C@@H](CCl)O)C(C)(C)C1=CC=C(OC[C@H](CN2C=NC=C2)O)C=C1 (S)-1-(4-(2-(3-bromo-4-((S)-3-chloro-2-hydroxypropoxy)phenyl)propan-2-yl)phenoxy)-3-(1H-imidazol-1-yl)propan-2-ol